C(#N)C=1SC=C(N1)C(=O)N 2-cyanothiazole-4-carboxamide